(3S,4R)-4-((5-chloro-4-(1-methyl-2-(1-methylpiperidin-4-yl)-1H-imidazol-5-yl)pyrimidin-2-yl)amino)tetrahydro-2H-pyran-3-ol ClC=1C(=NC(=NC1)N[C@H]1[C@@H](COCC1)O)C1=CN=C(N1C)C1CCN(CC1)C